4-[3-(2-Chloro-pyridin-4-yl)-2,6-dimethyl-7,8-dihydro-6H-9-oxa-1,3a,4,6-tetraaza-cyclopenta[a]naphthalen-5-ylamino]-butan-1-ol ClC1=NC=CC(=C1)C1=C(N=C2N1N=C(C=1N(CCOC21)C)NCCCCO)C